CN(C(=O)C1=CC(=NN1C1=NC=CC=C1Cl)Br)C1=C(C(=O)O)C=C(C=C1Cl)Cl 2-(N-methyl-3-bromo-1-(3-chloropyridin-2-yl)-1H-pyrazole-5-carboxamido)-3,5-dichlorobenzoic acid